CC=1N=C2N(C=CC(=C2)C2=C(C=CC(=N2)C#N)C2=CN=C(O2)CC(C)(C)C)C1 6-(2-Methylimidazo[1,2-a]pyridin-7-yl)-5-(2-neopentyloxazol-5-yl)picolinonitril